vinyl-pentene tert-butyl-(3R)-3-[6-(2-cyano-3,6-difluoro-phenoxy)-4-oxo-quinazolin-3-yl]-8-(2,2,2-trifluoroacetyl)-1,8-diazaspiro[4.5]decane-1-carboxylate C(C)(C)(C)OC(=O)N1C[C@@H](CC12CCN(CC2)C(C(F)(F)F)=O)N2C=NC1=CC=C(C=C1C2=O)OC2=C(C(=CC=C2F)F)C#N.C(=C)C=CCCC